C(CCCCCCC)OC(C1=CC(=C(C(=C1)C(C)(C)C)O)N1N=C2C(=N1)C=CC(=C2)Cl)=O 5-tert-butyl-3-(5-chloro-2H-benzotriazole-2-yl)-4-hydroxybenzoic acid octyl ester